5-chloro-2-((3-methoxy-4-(4-(4-methylpiperazin-1-yl)piperidin-1-yl)phenyl)amino)pyrimidine-4-carboxylic acid ClC=1C(=NC(=NC1)NC1=CC(=C(C=C1)N1CCC(CC1)N1CCN(CC1)C)OC)C(=O)O